(2S)-N-[(1S)-1-cyano-2-[(3S)-2-oxopyrrolidin-3-yl]ethyl]-3-cyclopropyl-2-(4-methyl-3-nitro-2-oxo-1-pyridyl)propanamide C(#N)[C@H](C[C@H]1C(NCC1)=O)NC([C@H](CC1CC1)N1C(C(=C(C=C1)C)[N+](=O)[O-])=O)=O